dipentyloxyheptenyl butoxymethyl ether C(CCC)OCOC=CCCCCC(OCCCCC)OCCCCC